N-methyl-2-(4-((1-methyl-9-(1-methyl-1H-pyrazol-4-yl)-6,7-dihydro-5H-benzo[c][1,2,3]triazolo[1,5-a]azepin-7-yl)amino)phenyl)acetamide CNC(CC1=CC=C(C=C1)NC1C2=C(C=3N(CC1)N=NC3C)C=CC(=C2)C=2C=NN(C2)C)=O